NC1=NC=C(C=C1C=1C=C(C(=C(C1)NS(=O)(=O)CCC)OC)F)N1N=C(C=C1)N1CCOCC1 N-(5-(2-amino-5-(3-morpholino-1H-pyrazol-1-yl)pyridin-3-yl)-3-fluoro-2-methoxyphenyl)propane-1-sulfonamide